1,2,5,6-tetraglycidyl-naphthalene C(C1CO1)C1=C(C=CC2=C(C(=CC=C12)CC1CO1)CC1CO1)CC1CO1